FC(OC1=CC(=NC=C1)NC1=NC(=NC(=N1)C=1C=NN(C1)C)N1CC2(C1)CCN(CC2)C(C)=O)F 1-(2-(4-((4-(difluoromethoxy)pyridin-2-yl)amino)-6-(1-methyl-1H-pyrazol-4-yl)-1,3,5-triazin-2-yl)-2,7-diazaspiro[3.5]nonan-7-yl)ethane-1-one